FC=1C=C(C=CC1)C1=CC(=C(N=N1)N)C 6-(3-fluorophenyl)-4-methylpyridazin-3-amine